N1(N=CC=C1)CC1C2CN(CC12C=1C=C2C=NN(C2=CC1C)C1=CC=C(C=C1)F)S(=O)(=O)C1=NN(N=C1)C 5-(6-((1H-pyrazol-1-yl)methyl)-3-((2-methyl-2H-1,2,3-triazol-4-yl)sulfonyl)-3-azabicyclo[3.1.0]hexane-1-yl)-1-(4-fluorophenyl)-6-methyl-1H-indazole